(S)-N-(3-cyano-2-ethyl-4-oxo-7-((tetrahydrofuran-3-yl)oxy)-1,4-dihydroquinolin-6-yl)acetamide C(#N)C1=C(NC2=CC(=C(C=C2C1=O)NC(C)=O)O[C@@H]1COCC1)CC